(+)-10-camphorsulfonic acid sodium [Na].C12(C(=O)CC(CC1)C2(C)C)CS(=O)(=O)O